OC([C@H](C)NC(=O)C=1C(N(N=C(C1)C1=CC=C(C=C1)C(F)(F)F)C=1C=NN(C1)C)=O)(C)C N-[(2S)-3-hydroxy-3-methylbut-2-yl]-2-(1-methyl-1H-pyrazol-4-yl)-3-oxo-6-[4-(trifluoromethyl)phenyl]-2,3-dihydropyridazine-4-carboxamide